C(C(C)C)[Sn](CC(C)C)(CC(C)C)CC(C)C tetraisobutyl-tin